COC1=C2C=CC(OC2=CC=C1NC(=O)NC1=CC2=C(NC(=N2)C2=CC(=C(C(=C2)OC)OC)OC)C=C1)(C)C 1-(5-methoxy-2,2-dimethyl-2H-chromen-6-yl)-3-(2-(3,4,5-trimethoxyphenyl)-1H-benzo[d]imidazol-5-yl)urea